2-chloro-3-(methoxycarbonyl)-5-(trifluoromethyl)pyridine-1-oxide ClC1=[N+](C=C(C=C1C(=O)OC)C(F)(F)F)[O-]